CC1=NN(C(=C1)C)C1=CC=C(C=N1)CNC1=C2N=CN(C2=NC(=N1)C=1C=NC=CC1)CC N-((6-(3,5-dimethyl-1H-pyrazol-1-yl)pyridin-3-yl)methyl)-9-ethyl-2-(pyridin-3-yl)-9H-purin-6-amine